CC1=NN2C(=NN=C(C2=C1)O)SC 2-methyl-7-(methylthio)pyrazolo[1,5-d][1,2,4]triazin-4-ol